(2-Aminophenyl)-L-cysteine S,S-dioxide NC1=C(C=CC=C1)N[C@@H](CS(=O)=O)C(=O)O